6-[[3-[1-(cyclohexylmethyl)-5-methyl-pyrazol-4-yl]-6-(8-methoxycarbonyl-3,4-dihydro-1H-isoquinolin-2-yl)pyridine-2-carbonyl]sulfamoyl]hexanoic acid C1(CCCCC1)CN1N=CC(=C1C)C=1C(=NC(=CC1)N1CC2=C(C=CC=C2CC1)C(=O)OC)C(=O)NS(=O)(=O)CCCCCC(=O)O